C(CCCCCCCCCCCCC)(=O)OCCCCC(OC(NCCOCCN(C)C)=O)CCCCOC(CCCCCCCCCCCCC)=O 2-methyl-9-oxo-11-{4-[(1-oxotetradecyl) oxy] butyl}-2,8-diaza-5,10-dioxapentadecan-15-yl tetradecanoate